1-(4-(2-(4-bromophenyl)-propan-2-yl)thiazol-2-yl)-3-(3-fluoro-4-(piperazin-1-yl)benzyl)urea BrC1=CC=C(C=C1)C(C)(C)C=1N=C(SC1)NC(=O)NCC1=CC(=C(C=C1)N1CCNCC1)F